(S)-N-methyl-5-(((2-nitro-6,7-dihydro-5H-imidazo[2,1-b][1,3]oxazin-6-yl)oxy)methyl)-N-(4-(trifluoromethylthio)phenyl)pyrimidin-2-amine CN(C1=NC=C(C=N1)CO[C@H]1CN2C(OC1)=NC(=C2)[N+](=O)[O-])C2=CC=C(C=C2)SC(F)(F)F